benzoylarginyl-para-nitroaniline C(C1=CC=CC=C1)(=O)N[C@@H](CCCNC(N)=N)C(=O)NC1=CC=C(C=C1)[N+](=O)[O-]